OCC[N+](C)(C)C.[Si](O)(O)(O)O silicic acid choline